CO/C=C/C(C(=O)OCC)C(=O)OCC diethyl (E)-2-(2-methoxyvinyl)malonate